C[SiH](C1=CC=CC=C1)C dimethyl-(phenyl)silane